BrCC1=C(C(=O)OC)C=C(C(=C1)F)F methyl 2-bromomethyl-4,5-difluorobenzoate